4-[3-[9-(4-tert-butoxycarbonylphenyl)-1-oxa-4,9-diazaspiro[5.5]undecan-4-yl]cyclobutoxy]-2-methoxy-benzoic acid methyl ester COC(C1=C(C=C(C=C1)OC1CC(C1)N1CCOC2(C1)CCN(CC2)C2=CC=C(C=C2)C(=O)OC(C)(C)C)OC)=O